2-(3,4-dihydroxyphenyl)-4-oxochroman-5,7-diyl bis(2-hydroxyacetate) OCC(=O)OC1=C2C(CC(OC2=CC(=C1)OC(CO)=O)C1=CC(=C(C=C1)O)O)=O